OC=1C2=C(N(C(C1C(=O)NC1=NC=CC(=N1)C(F)(F)F)=O)C)CCC2C 4-Hydroxy-1,5-dimethyl-2-oxo-N-[4-(trifluoromethyl)pyrimidin-2-yl]-6,7-dihydro-5H-cyclopenta[b]pyridine-3-carboxamide